Quinolinedione COC1=CC(=O)C2=C(C1=O)N=CC=C2